Methyl 4-[tert-butoxycarbonyl(methyl)amino]cyclohexanecarboxylate C(C)(C)(C)OC(=O)N(C1CCC(CC1)C(=O)OC)C